C(C)(C)(C)[C@](N(C(CCl)=O)CC(=O)NC1=C(C=CC(=C1)C)N1N=NC(=C1)Cl)(CC1=CC=CC=C1)C(=O)O tert-butyl-N-(2-((2-(4-chloro-1H-1,2,3-triazol-1-yl)-5-methylphenyl)amino)-2-oxoethyl)-N-(2-chloroacetyl)phenylalanine